(6S)- or (6R)-tetrahydrofolic acid C(CC[C@@H](C(=O)O)NC(=O)C1=CC=C(NC[C@H]2CNC=3N=C(N)NC(=O)C3N2)C=C1)(=O)O |o1:16|